CNC(COC=1C(N(C2=CC=C(C=C2C1)[N+](=O)[O-])CCNC(OC(C)(C)C)=O)=O)=O tert-butyl (2-(3-(2-(methylamino)-2-oxoethoxy)-6-nitro-2-oxoquinolin-1(2H)-yl)ethyl)carbamate